5-(3-chloro-4-methoxyphenyl)-N-cyclohexyl-1H-pyrrolo[2,3-b]pyridin-4-amine ClC=1C=C(C=CC1OC)C1=C(C2=C(N=C1)NC=C2)NC2CCCCC2